propyl-nonanolide C(CC)C1C(=O)OCCCCCCC1